(2S,4R)-1-[(2S)-3,3-dimethyl-2-[4-[(thiazol-2-ylamino)methyl]triazol-1-yl]butanoyl]-4-hydroxy-N-methyl-pyrrolidine-2-carboxamide CC([C@@H](C(=O)N1[C@@H](C[C@H](C1)O)C(=O)NC)N1N=NC(=C1)CNC=1SC=CN1)(C)C